1-(4-chloro-3-((trifluoromethyl)sulfonyl)phenyl)-3-(4-cyano-2-(2-morpholinoethyl)phenyl)urea ClC1=C(C=C(C=C1)NC(=O)NC1=C(C=C(C=C1)C#N)CCN1CCOCC1)S(=O)(=O)C(F)(F)F